6-((6-((3S,4S)-4-amino-3-methyl-2-oxa-8-azaspiro[4.5]decan-8-yl)-1H-pyrazolo[3,4-b]pyrazin-3-yl)thio)-5-chloro-3-(2-methoxyethyl)quinazolin-4(3H)-one N[C@@H]1[C@@H](OCC12CCN(CC2)C2=CN=C1C(=N2)NN=C1SC=1C(=C2C(N(C=NC2=CC1)CCOC)=O)Cl)C